(E)-4-(6-(2-(5-cyclopropyl-3-(2,6-dichlorophenyl)isoxazol-4-yl)vinyl)-3-azabicyclo[3.1.0]Hexan-3-yl)benzonitrile C1(CC1)C1=C(C(=NO1)C1=C(C=CC=C1Cl)Cl)/C=C/C1C2CN(CC12)C1=CC=C(C#N)C=C1